[N-](S(=O)(=O)C(F)(F)F)S(=O)(=O)C(F)(F)F.COCC[NH3+] (2-methoxyethyl)ammonium bis(trifluoromethylsulfonyl)imide